2-[3-[(3R,5R,8R,9R,10S,13S,14S,17S)-3-hydroxy-3,13-dimethyl-2,4,5,6,7,8,9,10,11,12,14,15,16,17-tetradecahydro-1H-cyclopenta[a]phenanthren-17-yl]oxetan-3-yl]acetonitrile O[C@@]1(CC[C@@H]2[C@H]3CC[C@@]4([C@H](CC[C@H]4[C@@H]3CC[C@@H]2C1)C1(COC1)CC#N)C)C